COC=1C=C(C=CC1OC)C=CC(=O)C1=C(C=C(C=C1OC)O)OC 3-(3,4-Dimethoxyphenyl)-1-(4-hydroxy-2,6-dimethoxyphenyl)prop-2-en-1-one